2-(4-{2-[(R)-2-(trifluoromethyl)-1-azetidinyl]-6-(difluoromethyl)-4-pyrimidinyl}-1-pyrazolyl)-1-(1-piperazinyl)-1-ethanone FC([C@@H]1N(CC1)C1=NC(=CC(=N1)C=1C=NN(C1)CC(=O)N1CCNCC1)C(F)F)(F)F